C(C1=CC=CC=C1)OC(NC=1C(=NC(=CC1)C)NC(=O)OCC1=CC=CC=C1)=O N-[2-(benzyloxycarbonylamino)-6-methyl-3-pyridinyl]Carbamic acid benzyl ester